Benzyl (3S)-3-((E)-((tert-butylsulfinyl)imino)methyl)pyrrolidine-1-carboxylate C(C)(C)(C)S(=O)\N=C\[C@@H]1CN(CC1)C(=O)OCC1=CC=CC=C1